(3S)-3-[(3aS,4R,6R,6aR)-4-(4-aminopyrrolo[2,3-d]pyrimidin-7-yl)-2,2-dimethyl-4,5,6,6a-tetrahydro-3aH-cyclopenta[d][1,3]dioxol-6-yl]-6-chloro-3H-isobenzofuran-1-one NC=1C2=C(N=CN1)N(C=C2)[C@@H]2C[C@@H]([C@H]1OC(O[C@H]12)(C)C)[C@@H]1OC(C2=CC(=CC=C12)Cl)=O